Cl.ClC=1C(=C(C2=C(OCCO2)C1)C)CCN 2-(7-chloro-5-methyl-2,3-dihydro-benzo[1,4]dioxin-6-yl)-ethylamine hydrochloride